FluoroEthylen FC=C